(4-Bromo-2-(cyclopentyloxy)phenyl)(methyl)sulfane BrC1=CC(=C(C=C1)SC)OC1CCCC1